[Si](C)(C)(C(C)(C)C)OCCC1=CC(=NC=N1)C1=CN=C2N1N=C(C=C2)Cl 3-(6-(2-((tert-butyldimethylsilyl)oxy)ethyl)pyrimidin-4-yl)-6-chloroimidazo[1,2-b]pyridazine